4-[2-[3-[4-cyano-2-[(5-methyltetrazol-2-yl)methyl]phenyl]propanoyl]-1,3,4,6-tetrahydropyrrolo[3,4-c]pyrrole-5-carbonyl]-3-fluorobenzenesulfonamide C(#N)C1=CC(=C(C=C1)CCC(=O)N1CC=2CN(CC2C1)C(=O)C1=C(C=C(C=C1)S(=O)(=O)N)F)CN1N=C(N=N1)C